C(CCCCCCCCCS)S n-decane-1,10-dithiol